[2H][C@@]1(CCN(CCO1)[C@H](C)C1=CC=CC=C1)C1=CC=C(C=C1)OC(F)(F)F (7R)-7-deuterio-4-[(1R)-1-phenylethyl]-7-[4-(trifluoromethoxy)phenyl]-1,4-oxazepane